CC[C@H](C=C[C@@H](C)[C@H]1CC[C@H]2C3=CC[C@H]4C[C@H](CC[C@]4(C)[C@H]3CC[C@]12C)O)C(=C)C 5alpha-Stigmasta-7,22,25-trien-3beta-ol